ClC1=C(C=2N=C(NC(C2C(=N1)O[C@@H](CCC)[C@@H]1[C@@H]2CC[C@H](CN1)N2C(=O)OC(C)(C)C)=O)SC)F tert-butyl (1S,2S,5R)-2-((S)-1-((7-chloro-8-fluoro-2-(methylthio)-4-oxo-3,4-dihydropyrido[4,3-d]pyrimidin-5-yl)oxy)butyl)-3,8-diazabicyclo[3.2.1]octane-8-carboxylate